(R)-5-(5-chloro-3-methylpyridin-2-yl)-2-methyl-7-(2-(1-methyl-1H-pyrazol-4-yl)morpholino)-3-propylpyrido[4,3-d]pyrimidin-4(3H)-one ClC=1C=C(C(=NC1)C1=NC(=CC=2N=C(N(C(C21)=O)CCC)C)N2C[C@H](OCC2)C=2C=NN(C2)C)C